FC=1C=CC=C2C=CNC12 7-fluoroindole